3,6-dihydropyridine-1(2H)carboxylic acid tert-butyl ester C(C)(C)(C)OC(=O)N1CCC=CC1